(2S,11aR)-6-(((1S,2R,4R)-bicyclo[2.2.1]heptan-2-yl)oxy)-8-methyl-2-((2-Oxo-1,2,3,4-tetrahydroquinolin-7-yl)oxy)-2,3,11,11a-tetrahydro-1H,5H-benzo[f]pyrrolo[2,1-c][1,4]Oxazepine-5-one [C@H]12[C@@H](C[C@H](CC1)C2)OC2=CC(=CC1=C2C(N2[C@@H](CO1)C[C@@H](C2)OC2=CC=C1CCC(NC1=C2)=O)=O)C